N(=C=S)C1N(CCNCCNCCNC1)CC1=CC=CC=C1 isothiocyanatobenzyl-1,4,7,10-Tetraazacyclododecane